COC1=C(OC2=CC(=CC(=C2C1=O)O)O)C1=CC(=C(C=C1)OC)O 3,4'-dimethoxy-3',5,7-trihydroxyflavone